6-(4-chlorophenyl)-3-hydroxy-N-((S)-1-hydroxypropan-2-yl)-3-methyl-2-(1-methyl-1H-pyrazol-4-yl)-2,3-dihydropyridazine-4-carboxamide ClC1=CC=C(C=C1)C=1C=C(C(N(N1)C=1C=NN(C1)C)(C)O)C(=O)N[C@H](CO)C